Stearyl (3,5-di-tert-butyl-4-hydroxybenzyl)phosphonate C(C)(C)(C)C=1C=C(CP(OCCCCCCCCCCCCCCCCCC)([O-])=O)C=C(C1O)C(C)(C)C